5-(3,5-difluorobenzyl)-2-fluoro-benzonitrile FC=1C=C(CC=2C=CC(=C(C#N)C2)F)C=C(C1)F